tert-butyl 1-(3-(methoxycarbonyl)-4-(trifluoromethyl) benzyl)-1,8-diazaspiro[4.5]decane-8-carboxylate COC(=O)C=1C=C(CN2CCCC23CCN(CC3)C(=O)OC(C)(C)C)C=CC1C(F)(F)F